FC1=C(C(=CC=C1)F)C(CCC=1C(=C(C(=O)N)C(=CC1)C)F)O (3-(2,6-difluorophenyl)-3-hydroxypropyl)-2-fluoro-6-methylbenzamide